(2R)-1-[4-[4-[[3-[4-(difluoromethoxy)phenyl]imidazo[1,2-a]pyrazin-8-yl]amino]-2-methylbenzoyl]piperazin-1-yl]-2-(methylamino)propan-1-one FC(OC1=CC=C(C=C1)C1=CN=C2N1C=CN=C2NC2=CC(=C(C(=O)N1CCN(CC1)C([C@@H](C)NC)=O)C=C2)C)F